CC=1SC2=C(N1)C=C(C=C2)C=2N=C1N(C(C2)=O)C=C(C=C1)N1CCN(CC1)C 2-(2-methyl-1,3-benzothiazol-5-yl)-7-(4-methylpiperazin-1-yl)-4H-pyrido[1,2-a]pyrimidin-4-one